2-(1-(2,6-dibromophenyl)ethoxy)acetic acid BrC1=C(C(=CC=C1)Br)C(C)OCC(=O)O